C(C)(C)(C)C1=CC=C(C=C1)NC=1C=C(C=C(C1)C1=CC=CC=C1)C1=CC=CC=C1 N-(4-(tert-butyl)phenyl)-[1,1':3',1''-terphenyl]-5'-amine